ClC(N1CN(CN(C1)C1=CC=C(C=C1)OC)C(Cl)(Cl)Cl)(Cl)Cl 1,3-bis(trichloromethyl)-5-(4'-methoxyphenyl)s-triazine